2-((2-Fluoro-4-iodophenyl)amino)-N-(2-hydroxyethoxy)-1,5-dimethyl-6-oxo-1,6-dihydropyridine-3-carboxamide FC1=C(C=CC(=C1)I)NC=1N(C(C(=CC1C(=O)NOCCO)C)=O)C